(S)-(3-(1H-imidazol-4-yl)-1-morpholino-1-oxopropan-2-yl)carbamate N1C=NC(=C1)C[C@@H](C(=O)N1CCOCC1)NC([O-])=O